C(C)(C)(C)OC(=O)N1C(CNCC1)C=1C2=C(N=C(N1)S(=O)(=O)C)N(CC2)C(=O)C=2C=1C=NN(C1C=C(C2Cl)F)C2OCCCC2 (7-(5-chloro-6-fluoro-1-(tetrahydro-2H-pyran-2-yl)-1H-indazole-4-carbonyl)-2-(methylsulfonyl)-6,7-dihydro-5H-pyrrolo[2,3-d]Pyrimidine-4-yl)piperazine-1-carboxylic acid tert-butyl ester